O=C1N(C=C(C(N1)=O)C(F)(F)F)CC=1C=CC(=C(C(=O)O)C1)F 5-((2,4-dioxo-5-(trifluoromethyl)-3,4-dihydropyrimidin-1(2H)-yl)methyl)-2-fluorobenzoic acid